7-bromo-9-(4-chloro-2-fluorophenyl)-3-iodo-2-methyl-4H-pyrazino[1,2-a]pyrimidin-4-one BrC=1N=C(C=2N(C(C(=C(N2)C)I)=O)C1)C1=C(C=C(C=C1)Cl)F